N-(amino(3-fluoro-5-(2-hydroxypropan-2-yl)thiophen-2-yl)(oxo)-λ6-sulfaneylidene)-2-(2,2-difluoro-4-isopropyl-7,8-dihydro-6H-indeno[4,5-d][1,3]dioxol-5-yl)acetamide NS(=NC(CC1=C(C2=C(OC(O2)(F)F)C=2CCCC12)C(C)C)=O)(=O)C=1SC(=CC1F)C(C)(C)O